(S)-6-(1-amino-1,3-dihydrospiro[indene-2,4'-piperidin]-1'-yl)-3-(1-methyl-6,7-dihydro-1H-indazol-4-yl)-1,5-dihydro-4H-pyrazolo[3,4-d]pyrimidin-4-one N[C@@H]1C2=CC=CC=C2CC12CCN(CC2)C=2NC(C1=C(N2)NN=C1C=1C=2C=NN(C2CCC1)C)=O